CC1([C@@H](N2[C@H](S1)[C@@H](C2=O)NC=O)C(=O)O)C The molecule is a penicillanic acid having a (6R)-formamido substituent. It derives from a 6-aminopenicillanic acid. It is a conjugate acid of a 6-formamidopenicillanate.